(R)-3-(2-(4-aminopiperidin-1-yl)-4-methylpyrimidin-5-yl)-N-((5-fluoro-2-hydroxyphenyl)(1H-Indol-2-yl)methyl)-5-methylbenzamide NC1CCN(CC1)C1=NC=C(C(=N1)C)C=1C=C(C(=O)N[C@@H](C=2NC3=CC=CC=C3C2)C2=C(C=CC(=C2)F)O)C=C(C1)C